hexadecan-1-yl tetracontanoate C(CCCCCCCCCCCCCCCCCCCCCCCCCCCCCCCCCCCCCCC)(=O)OCCCCCCCCCCCCCCCC